C(C1=CC=CC=C1)OC(=O)N1CC(CCC1)N1CCC(CC1)O 3-(4-hydroxy-1-piperidinyl)piperidine-1-carboxylic acid benzyl ester